BrC1(C(NC2=C(C=C(C(=C12)N1N=CC=N1)C(F)(F)F)F)=O)Br 3,3-dibromo-7-fluoro-4-(triazol-2-yl)-5-(trifluoromethyl)indolin-2-one